C(C)(C)(C)OC(=O)N[C@H]1CN(CC[C@@H]2N(C1=O)[C@@H](CC2)C(=O)OC)S(=O)(=O)C2CC2 methyl (5S,8S,10aR)-5-((tert-butoxycarbonyl)amino)-3-(cyclopropylsulfonyl)-6-oxodecahydropyrrolo[1,2-a][1,5]diazocine-8-carboxylate